2-(tert-butyl)-N-methyl-2'-oxo-2',3'-dihydro-1'h-[1,5'-bi-benzo[d]imidazole]-5-carboxamide C(C)(C)(C)C1=NC2=C(N1C1=CC3=C(NC(N3)=O)C=C1)C=CC(=C2)C(=O)NC